CC1=C(C2=C(N=C1)N(N=C2)C2OCCCC2)N 5-methyl-1-(tetrahydro-2H-pyran-2-yl)-1H-pyrazolo[3,4-b]pyridin-4-amine